C1(=CC=C(C=C1)S(=O)(=O)OC1CC2(C1)CCN(CC2)C(=O)OC(C)(C)C)C.C(=C)[Si](O[Si](C)(C)C=C)(C=C)C=C Tetravinyl dimethyl disiloxane tert-butyl 2-(p-tolylsulfonyloxy)-7-azaspiro[3.5]nonane-7-carboxylate